tert-butyl (1S,2R,5R)-2-(2-((7-chloro-8-fluoro-2-(methylthio)-4-oxa-3,4-diHydropyrido[4,3-d]pyrimidin-5-yl)oxy)ethyl)-3,8-diazabicyclo[3.2.1]octane-8-carboxylate ClC1=C(C=2N=C(NOC2C(=N1)OCC[C@@H]1[C@@H]2CC[C@H](CN1)N2C(=O)OC(C)(C)C)SC)F